4-bromo-3-methyl-1-tetrahydropyran-2-yl-indazole BrC1=C2C(=NN(C2=CC=C1)C1OCCCC1)C